2-[3-[4-[8-chloro-7-[(2-methyl-3H-benzimidazol-5-yl)oxy]quinoxalin-2-yl]pyrazol-1-yl]azetidin-1-yl]-1-(3-hydroxyazetidin-1-yl)ethanone ClC=1C(=CC=C2N=CC(=NC12)C=1C=NN(C1)C1CN(C1)CC(=O)N1CC(C1)O)OC1=CC2=C(N=C(N2)C)C=C1